[(1R)-1-(hydroxymethyl)-3,3-dimethyl-butyl]amine OC[C@@H](CC(C)(C)C)N